tert-butyl ((1R,3S)-3-((3-amino-5-bromo-2-methylpyridin-4-yl)amino)cyclohexyl)carbamate NC=1C(=NC=C(C1N[C@@H]1C[C@@H](CCC1)NC(OC(C)(C)C)=O)Br)C